Br.BrC1=C(C=2CNCCC2S1)Br 2,3-dibromo-4,5,6,7-tetrahydrothieno[3,2-c]pyridine hydrobromide